NC1=CC=C(C=N1)/C=C/C(=O)NCC=1OC2=C(C1)C=C(C=C2C(F)(F)F)C2=CC=C(C(=O)OC)C=C2 (E)-Methyl 4-(2-((3-(6-aminopyridin-3-yl)acrylamido)methyl)-7-(trifluoromethyl)benzofuran-5-yl)benzoate